4,6-bis(trifluoromethyl)pyridin FC(C1=CC=NC(=C1)C(F)(F)F)(F)F